CN1C(CCC2=CC(=CC=C12)C=1C=C(C=NC1)CNC(=O)C=1N=C(OC1C)C)=O 2,5-Dimethyl-oxazole-4-carboxylic acid [5-(1-methyl-2-oxo-1,2,3,4-tetrahydro-quinolin-6-yl)-pyridin-3-ylmethyl]-amide